3-methyl-5-propyl-2-cyclohexene CC1=CCCC(C1)CCC